N12C=CCN=C2CCCC1 1,5-Diazabicyclo[4.4.0]decen-5-en